NC=1C(=NN(C(C1)=O)C=1C=NN(C1)C)C(=O)O 4-amino-1-(1-methylpyrazol-4-yl)-6-oxo-pyridazine-3-carboxylic acid